14-((Benzyloxy)carbonyl)-3,15-dioxo-1-phenyl-14-undecyl-2,19,22,25,28,31,34,37,40-nonaoxa-16-azatritetracontan-43-oic acid C(C1=CC=CC=C1)OC(=O)C(CCCCCCCCCCC(OCC1=CC=CC=C1)=O)(C(NCCOCCOCCOCCOCCOCCOCCOCCOCCC(=O)O)=O)CCCCCCCCCCC